(Z)-2-((dimethylamino) methylene)-3-oxoglutarate CN(C)\C=C(/C(=O)[O-])\C(CC(=O)[O-])=O